C1(=CC=CC=C1)NC(=O)N1CC2(C1)CNC2 N-phenyl-2,6-diazaspiro[3.3]heptan-2-carboxamide